(S)-6-((3-methyl-5-(morpholinomethyl)-1-oxoisoindolin-2-yl)methyl)benzo[d]oxazol-2(3H)-one C[C@@H]1N(C(C2=CC=C(C=C12)CN1CCOCC1)=O)CC1=CC2=C(NC(O2)=O)C=C1